5-oxanorbornanediol C12(C(CC(OC1)C2)O)O